C(C)[C@H]1N(C=2C(=NC=CC2C=2C1=NN(N2)C)NC2=CC(=NC=C2C(CC([2H])([2H])[2H])=O)NC(=O)C2CC2)C |r| (R/S)-N-(4-((4-ethyl-2,5-dimethyl-4,5-dihydro-2H-[1,2,3]triazolo[4,5-c][1,7]naphthyridin-6-yl)amino)-5-(propanoyl-3,3,3-d3)pyridin-2-yl)cyclopropanecarboxamide